C[Si](OC1(C=2C=CNC2CCC1)C#N)(C)C 4-[(trimethylsilyl)oxy]-4,5,6,7-tetrahydro-1H-indole-4-carbonitrile